isotricosylurea C(CCCCCCCCCCCCCCCCCCCC(C)C)NC(=O)N